COC(C1=C(C=CC=C1)C1=NC(=NC=C1C)NC=1C=NN(C1)C1CC1)=O [2-(1-cyclopropyl-1H-pyrazol-4-ylamino)-5-methyl-pyrimidin-4-yl]-benzoic acid methyl ester